CC1(C(C=2N(CC1)N=CC2)=O)C 5,5-dimethyl-6,7-dihydropyrazolo[1,5-a]pyridin-4-one